C(C)(C)(C)C=1C=C(C=CC1OC)C(=O)C1=CC=C(C=C1)/C=C/C(=O)OCC1=CC=CC=C1 Benzyl (2E)-3-{4-[(3-tert-butyl-4-methoxyphenyl)carbonyl]phenyl}prop-2-enoate